C(=CC)N1CCN(CC1)C1=NC=NC2=CC=C(C=C12)C=1C=C(C(=NC1)OC)CNS(=O)=O N-(5-(4-(4-propenylpiperazin-1-yl)quinazolin-6-yl)-2-methoxypyridin-3-yl)methylsulfonamide